Cl.CN(C1C(N(C(C1)=O)[C@H](C(=O)NCC1=C(C=CC=C1)F)C)=O)C (2S)-2-(3-(Dimethylamino)-2,5-dioxopyrrolidin-1-yl)-N-(2-fluorobenzyl)propanamid hydrochlorid